(2S,4R)-4-fluoro-4-(methoxymethyl)-1-((4-phenoxybenzoyl)glycyl)-N-((S)-1-(1-(phenylsulfonyl)-1H-pyrrolo[3,2-c]pyridin-2-yl)ethyl)pyrrolidine-2-carboxamide F[C@@]1(C[C@H](N(C1)C(CNC(C1=CC=C(C=C1)OC1=CC=CC=C1)=O)=O)C(=O)N[C@@H](C)C1=CC=2C=NC=CC2N1S(=O)(=O)C1=CC=CC=C1)COC